FC=1C=C(CS(=O)(=O)C2=CC(=C(N(C)C)C=C2)[N+](=O)[O-])C=CC1 4-[(3-fluorobenzyl)sulfonyl]-N,N-dimethyl-2-nitroaniline